12-(2,6-Dimethylphenyl)-18-isobutyl-8,8-dioxo-15-oxa-8λ6-thia-1,9,11,18,22-pentazatetracyclo[14.4.1.13,7.110,14]tricosa-3,5,7(23),10(22),11,13-hexaen-2-one CC1=C(C(=CC=C1)C)C1=NC=2NS(C=3C=CC=C(C(N4CCN(CC(OC(=C1)N2)C4)CC(C)C)=O)C3)(=O)=O